C(CCCCCCCCCCCCCCCCC)NCCCCCCCCCCCCCCCCCC N,N-dioctadecyl-amine